FC(C1=C(C=CC=C1)C1=CC(=NN1)C(=O)N)(F)F 5-[2-(trifluoromethyl)phenyl]-1H-pyrazole-3-carboxamide